3-[4-(1-{3-[4-(3-{4-chloro-3-cyclopropyl-1H-pyrrolo[2,3-b]pyridin-3-yl}phenyl)-3-oxopiperazine-1-sulfonyl]propyl}piperidin-4-yl)phenyl]piperidine-2,6-dione ClC1=C2C(=NC=C1)NCC2(C2CC2)C=2C=C(C=CC2)N2C(CN(CC2)S(=O)(=O)CCCN2CCC(CC2)C2=CC=C(C=C2)C2C(NC(CC2)=O)=O)=O